2-chloro-N-cyclobutylacetamide ClCC(=O)NC1CCC1